C(C)C1(COC1)COCC1OC1 3-ethyl-3-[(oxiranylmethoxy)methyl]Oxetane